C(C)OC(C(=C)C)=O.C(C)NS(=O)(=O)C(C(C(C(F)(F)F)(F)F)(F)F)(F)F N-ethyl-perfluorobutyl-sulfonamide ethyl-methacrylate